(2r,6s)-2-methyl-6-(phenylmethoxymethyl)morpholin-3-one C[C@@H]1C(NC[C@H](O1)COCC1=CC=CC=C1)=O